ClC1=C(C(=CC=C1Cl)O)[C@H]1CC2=C(N=CN(C2=O)[C@@H]2CNCC2)C1 (S)-6-(2,3-dichloro-6-hydroxyphenyl)-3-((S)-pyrrolidin-3-yl)-3,5,6,7-tetrahydro-4H-cyclopenta[d]pyrimidin-4-one